1,2,4-TRIAZIN N1=NC=NC=C1